C1(=CC=CC=C1)CCCCOCCCCCCN 6-(4-phenylbutoxy)hexan-1-amine